COC1=CC=C(C=C1)COC(=O)NC(CCCCCCCN(S(=O)(=O)C1=C(C=CC=C1)[N+](=O)[O-])CCC(C)(C)NC(OC(C)(C)C)=O)(C)C tert-butyl N-(4-{N-[8-({[(4-methoxyphenyl)methoxy]carbonyl}amino)-8-methylnonyl]-2-nitrobenzenesulfonamido}-2-methylbutan-2-yl)carbamate